ClC=1C2=C(N=CN1)N(CC2(C)COC)CC2=C(C=C(C=C2)OC)OC 4-chloro-7-(2,4-dimethoxybenzyl)-5-(methoxymethyl)-5-methyl-6,7-dihydro-5H-pyrrolo[2,3-d]pyrimidine